5-(2-chloropyrimidin-4-yl)-3-(4-(1-methyl-4-(trifluoromethyl)-1H-imidazol-2-yl)phenyl)-1,2,4-oxadiazole ClC1=NC=CC(=N1)C1=NC(=NO1)C1=CC=C(C=C1)C=1N(C=C(N1)C(F)(F)F)C